(1S,7S,8S)-8-fluoro-2-(8-fluoro-2-(((2R,7aS)-2-fluorotetrahydro-1H-pyrrolizin-7a(5H)-yl)methoxy-d2)-7-(tributylstannyl)pyrido[4,3-d]pyrimidin-4-yl)-5-oxa-2-azabicyclo[5.1.0]octane F[C@H]1[C@@H]2COCCN([C@H]12)C=1C2=C(N=C(N1)OC([2H])([2H])[C@]13CCCN3C[C@@H](C1)F)C(=C(N=C2)[Sn](CCCC)(CCCC)CCCC)F